CC=1C(C(C(CC1)C)C)=O 2,5,6-trimethyl-cyclohex-2-en-1-one